C1=CC=C2[C-]=CC=CC2=C1.[Na+] sodium naphthalenide